4-(1-((3,3-difluorocyclobutyl)methyl)-3-isopropyl-4-(trifluoromethyl)-1H-pyrazole-5-carboxamido)picolinamide FC1(CC(C1)CN1N=C(C(=C1C(=O)NC1=CC(=NC=C1)C(=O)N)C(F)(F)F)C(C)C)F